4-(2-Bromo-4-nitrophenyl)pyridine BrC1=C(C=CC(=C1)[N+](=O)[O-])C1=CC=NC=C1